tert-butyl (3aR,5r,6aS)-5-(((methylsulfonyl)oxy)methyl)hexahydrocyclopenta[c]pyrrole-2(1H)-carboxylate CS(=O)(=O)OCC1C[C@@H]2[C@@H](CN(C2)C(=O)OC(C)(C)C)C1